NC1=NC=NC(=C1C#N)N1C(CCC1)C=1C(=NC2=CC(=C(C=C2C1)C=1C(=NOC1C)C)OC)N1CCCCC1 4-amino-6-(2-(6-(3,5-dimethylisoxazol-4-yl)-7-methoxy-2-(piperidin-1-yl)quinolin-3-yl)pyrrolidin-1-yl)pyrimidine-5-carbonitrile